4-(PENTYLOXY)BENZALDEHYDE C(CCCC)OC1=CC=C(C=O)C=C1